[P]=S.[Ca].[Na] sodium calcium phosphorus sulfide